(cinnamyloxy)benzene ethyl-2-[(2-aminoacetyl)amino]-3-(2-chloro-6-fluoro-benzoyl)-5,6-dihydro-4H-cyclopenta[b]thiophene-6-carboxylate C(C)OC(=O)C1CCC2=C1SC(=C2C(C2=C(C=CC=C2F)Cl)=O)NC(CN)=O.C(C=CC2=CC=CC=C2)OC2=CC=CC=C2